C(C)(C)(C)OC(=O)N1C[C@@H](CCC1)NC=1N=NC(=NN1)Cl (R)-3-((6-chloro-1,2,4,5-tetrazin-3-yl)amino)piperidine-1-carboxylic acid tert-butyl ester